tert-Butyl N-[2-fluoro-4-[[2-(3-fluoro-3-methyl-pyrrolidin-1-yl)-4-pyridyl]oxy]phenyl]carbamate FC1=C(C=CC(=C1)OC1=CC(=NC=C1)N1CC(CC1)(C)F)NC(OC(C)(C)C)=O